C(C)(C)(C)OC(=O)N1[C@H](CN(CC1)C=1C2=C(N=C(N1)SC)C(=C(S2)Br)C)CC#N (S)-4-(6-bromo-7-methyl-2-(methylthio)thieno[3,2-d]pyrimidin-4-yl)-2-(cyanomethyl)piperazine-1-carboxylic acid tert-butyl ester